FC=1C=C(N2N=C(N=CC21)N[C@H]2[C@@H](COCC2)O)C2(CCC2)C(F)(F)F (3S,4R)-4-((5-fluoro-7-(1-(trifluoromethyl)cyclobutyl)pyrrolo[2,1-f][1,2,4]triazin-2-yl)amino)tetrahydro-2H-pyran-3-ol